Tert-butyl 2-[(3,3-dimethylbutylidene)amino]acetate CC(CC=NCC(=O)OC(C)(C)C)(C)C